2,4,6-Trimethylpyridine Ethyl-2-(4-methoxy-3-nitro-5-(pyrimidin-2-yl)phenyl)acetate C(C)OC(CC1=CC(=C(C(=C1)C1=NC=CC=N1)OC)[N+](=O)[O-])=O.CC1=NC(=CC(=C1)C)C